C(C)(C)(C)OC(=O)N1[C@H](CN(CC1)C1=NC(=NC2=CC=C(C=C12)Br)Cl)CC#N (S)-4-(6-bromo-2-chloroquinazolin-4-yl)-2-(cyanomethyl)piperazine-1-carboxylic acid tertiary Butyl ester